F[P-](F)(F)(F)(F)F.C1=CC=CC=2SC3=CC=CC(=C3SC12)C1=CC=C(C=C1)C1=CC=C(C=C1)C=1C=CC=C2SC=3C=CC=CC3SC12 4,4'-bis(thianthrene-9-yl)biphenyl hexafluorophosphate